(2-((2R,3S,4S,5S,6R)-3,4,5-trihydroxy-6-((E)-styryl)tetrahydro-2H-pyran-2-yl)ethyl)phosphonic acid O[C@@H]1[C@H](O[C@@H]([C@H]([C@H]1O)O)\C=C\C1=CC=CC=C1)CCP(O)(O)=O